O(C1=CC=CC=C1)C1=CC=C(C=C1)C=1N=C(N2N=CN=C(C21)N)C2CCC(CC2)N2CCNCC2 5-(4-phenoxyphenyl)-7-((1r,4r)-4-(piperazin-1-yl)cyclohexyl)imidazo[5,1-f][1,2,4]triazin-4-amine